(S)-2-((R)-3-(2-Methyl-3-(pyridin-4-yl)pyrazolo[1,5-a]pyrimidin-7-yl)piperidin-1-yl)-2-phenylethanol CC1=NN2C(N=CC=C2[C@H]2CN(CCC2)[C@H](CO)C2=CC=CC=C2)=C1C1=CC=NC=C1